C(C)(C)C1=CC=C2C=C(N(C2=C1)C1=CC=C(C#N)C=C1)C 4-(6-Isopropyl-2-methyl-indol-1-yl)-benzonitrile